[Si](C1=CC=CC=C1)(C1=CC=CC=C1)(C(C)(C)C)OC[C@@H]1[C@H](C[C@@H](O1)N1C(=O)NC(=O)C(=C1)I)OCC=C 5'-O-(tert-butyldiphenylsilyl)-3'-O-allyl-5-iodo-2'-deoxyuridine